lithium 2-[3-(3-fluoroazetidin-1-yl)-5-methoxyphenyl]-2-methoxy-acetate FC1CN(C1)C=1C=C(C=C(C1)OC)C(C(=O)[O-])OC.[Li+]